5-(tert-butyl)isoxazole-3-carboxylic acid C(C)(C)(C)C1=CC(=NO1)C(=O)O